C(CCCCC(=O)OC1CC1)(=O)OC1CC1 dicyclopropyl adipate